BrC1=CC(=C(C#N)C=C1)C(F)(F)F 4-bromo-2-(trifluorometh-yl)benzonitrile